C(=O)C1=C(OCC2=C(C#N)C=CC=C2)C=C(C(=C1)[N+](=O)[O-])OCC=1C(=C(C=CC1)C1=C(C(=CC=C1)C=1OC(=NN1)CN1CC(CC1)O)C)C (2-formyl-5-((3'-(5-((3-hydroxypyrrolidin-1-yl)methyl)-1,3,4-oxadiazol-2-yl)-2,2'-dimethyl-[1,1'-biphenyl]-3-yl)methoxy)-4-nitrophenoxymethyl)benzonitrile